(R)-1-(5-methoxy-1H-pyrrolo[2,3-b]pyridin-1-yl)-N-methylpropan-2-amine COC=1C=C2C(=NC1)N(C=C2)C[C@@H](C)NC